3-(3-((4-(4-(1,2-di(4-hydroxyphenyl)but-1-en-1-yl)phenyl)piperazin-1-yl)methyl)phenyl)piperidine-2,6-dione OC1=CC=C(C=C1)C(=C(CC)C1=CC=C(C=C1)O)C1=CC=C(C=C1)N1CCN(CC1)CC=1C=C(C=CC1)C1C(NC(CC1)=O)=O